(pyrene-1,3,6,8-tetrayl)tetrakis(2',5'-dimethyl-[1,1'-biphenyl]-4-carboxylic acid) C1(=CC(=C2C=CC3=C(C=C(C4=CC=C1C2=C34)C3=C(C=CC(=C3)C(=O)O)C3=C(C=CC(=C3)C)C)C3=C(C=CC(=C3)C(=O)O)C3=C(C=CC(=C3)C)C)C3=C(C=CC(=C3)C(=O)O)C3=C(C=CC(=C3)C)C)C3=C(C=CC(=C3)C(=O)O)C3=C(C=CC(=C3)C)C